O1CCCC12CCCCC2 1-oxaspiro[4.5]decan